C1(CC1)C1=C(C(=C2CCCC2=C1)NC(=O)N=[S@](=O)(N)C=1SC(=CC1F)C(C)(C)O)C (R)-N'-((6-cyclopropyl-5-methyl-2,3-dihydro-1H-inden-4-yl)carbamoyl)-3-fluoro-5-(2-hydroxypropan-2-yl)thiophene-2-sulfonimidamide